CC1=C(C(=CC=C1C)[N+](=O)[O-])S(=O)(=O)N1C2C(C=3C=C(C=CC13)C)CN(CC2)C 5-((2,3-dimethyl-6-nitrophenyl)sulfonyl)-2,8-dimethyl-2,3,4,4a,5,9b-hexahydro-1H-pyrido[4,3-b]indole